8-chloro-7-((2-methyl-1H-benzo[d]imidazol-6-yl)oxy)-2-(1-((1R,3s,5S)-8-methyl-8-azabicyclo[3.2.1]oct-3-yl)-1H-pyrazol-4-yl)quinoxaline ClC=1C(=CC=C2N=CC(=NC12)C=1C=NN(C1)C1C[C@H]2CC[C@@H](C1)N2C)OC=2C=CC1=C(NC(=N1)C)C2